C1(C=CC2=CC=CC=C12)C(=O)N indenecarboxamide